FC(=C(C(F)(F)F)F)C1=CC=C(C=C1)C1=CC=CC=C1 4-(perfluoroprop-1-en-1-yl)-1,1'-biphenyl